1,3,5-trimethyl-pyrrole-2-carboxylic acid CN1C(=C(C=C1C)C)C(=O)O